Cl.OC1=CC=C(C=C1)CCNCC1C(C2=CC=CC=C2CC1)=O 2-{[β-(4-Hydroxyphenyl)ethyl]aminomethyl}-1-tetralone hydrochloride